BrC1=C(N=C(S1)C(=O)OCC)C ethyl 5-bromo-4-methyl-1,3-thiazole-2-carboxylate